6-chloro-4-methoxy-N-(pyridin-2-yl)nicotinamide ClC1=NC=C(C(=O)NC2=NC=CC=C2)C(=C1)OC